1,3,4-trimethyl-5,7-dihydrocyclopenta[c]pyridine-6,6-dicarboxylic acid dimethyl ester COC(=O)C1(CC2=C(C(=NC(=C2C)C)C)C1)C(=O)OC